FC1=C(C=C(C(=C1)[N+](=O)[O-])F)C(C(=O)OCC)C(=O)OCC diethyl 2,5-difluoro-4-nitrophenylmalonate